(1s,4s)-4-(((6-(3-chloro-4-(2-chloro-3-(5-((isopropylamino)methyl)-6-methoxypyridin-2-yl)phenyl)pyridin-2-yl)-8-methoxy-[1,2,4]triazolo[1,5-a]pyridin-2-yl)methyl)amino)cyclohexan-1-ol ClC=1C(=NC=CC1C1=C(C(=CC=C1)C1=NC(=C(C=C1)CNC(C)C)OC)Cl)C=1C=C(C=2N(C1)N=C(N2)CNC2CCC(CC2)O)OC